O[C@H](C)C1=C2N=C3C=CC=C(C3=NC2=CC=C1)C(=O)OCC=C Allyl (R)-6-(1-hydroxyethyl)phenazine-1-carboxylate